C1(CC1)S(=O)(=O)NC=1SC=C(N1)CC(=O)NC1=CC=C(C=C1)C=1C=NC(=NC1)OC 2-(2-(cyclopropanesulfonylamino)thiazol-4-yl)-N-(4-(2-methoxypyrimidin-5-yl)phenyl)acetamide